C(C)(C)(C)OC(=O)NCCCNC1=CC=C(C=C1)C(C(=O)O)C1=CC=CC=C1 2-(4-((3-((tert-butoxycarbonyl)-amino)propyl)amino)phenyl)-2-phenylacetic acid